2-bromo-1-(4-fluorophenyl)ethane-1-one BrCC(=O)C1=CC=C(C=C1)F